FC1=C(C=CC=C1)C1=NN2C(N=C(C=C2)N2CCCC2)=C1C(=O)O 2-(2-fluorophenyl)-5-pyrrolidin-1-ylpyrazolo[1,5-a]pyrimidine-3-carboxylic acid